COC1=C(C=CC(=N1)N1CCN(CC1)C(C)=O)B1OC(C(O1)(C)C)(C)C 1-{4-[6-methoxy-5-(4,4,5,5-tetramethyl-1,3,2-dioxaborolan-2-yl)-2-pyridyl]-1-piperazinyl}-1-ethanone